N1C=C(C2=CC=CC=C12)C([C@@H](NCCC1=CC=C(C=C1)OC(F)(F)F)C1=CC=CC=C1)=O |r| (S)- and (R)-1-(1H-indol-3-yl)-2-phenyl-2-((4-(trifluoromethoxy)phenethyl)amino)ethan-1-one